Methyl (S)-3-((tert-butoxycarbonyl)amino)-2-(dimethylamino)-propanoate C(C)(C)(C)OC(=O)NC[C@@H](C(=O)OC)N(C)C